CNCC(=C)C1CC(C(CC1)(C=C)C)C(=C)C N-methyl-2-(4-methyl-3-(prop-1-en-2-yl)-4-vinylcyclohexyl)prop-2-en-1-amine